8-hydroxy-2-isopropyl-5-methyl-7,9-dioxo-N-(2,4,6-trifluorobenzyl)-2,3,4,5,7,9-hexahydro-1,6-methanopyrido[1,2-b][1,2,5]triazonine-10-carboxamide OC=1C(C(=CN2N3C(CCC(N(C(C21)=O)C3)C)C(C)C)C(=O)NCC3=C(C=C(C=C3F)F)F)=O